C(C1=CC=CC=C1)(=O)O[C@H]1C[C@H]2N([C@H]2C=CC1)N1C(C2=CC=CC=C2C1=O)=O (1R,3R,7S)-8-(1,3-dioxoisoindolin-2-yl)-8-azabicyclo[5.1.0]oct-5-en-3-yl benzoate